N-(4-Aminophenethyl)acetamide CC(=O)NCCC1=CC=C(C=C1)N